1-((4-(5-(pyridine-2-yl)-1,2,4-oxadiazol-3-yl)naphthalen-1-yl)methyl)azetidine-3-carboxylic acid N1=C(C=CC=C1)C1=NC(=NO1)C1=CC=C(C2=CC=CC=C12)CN1CC(C1)C(=O)O